Cl.FC(O[C@@H]1CNCC1)(F)F (3S)-3-(trifluoromethoxy)pyrrolidine hydrochloride